C1(=CC=CC=C1)N1C(C=CC1=O)=O 1-phenyl-1H-pyrrole-2,5-dione